C(C)C[Hf] (ethyl-methyl)Hafnium